5-(6-(difluoromethoxy)-[1,1'-biphenyl]-3-yl)-N-(3-(1,1-difluoropropyl)phenyl)-3,6-dimethylpyrazine-2-carboxamide FC(OC1=CC=C(C=C1C1=CC=CC=C1)C=1N=C(C(=NC1C)C(=O)NC1=CC(=CC=C1)C(CC)(F)F)C)F